BrC1=C(C=C(OCC2CC3(C2)CCN(CC3)C(=O)OC(C)(C)C)C=C1)C tert-butyl 2-((4-bromo-3-methylphenoxy)methyl)-7-azaspiro[3.5]nonane-7-carboxylate